C(C)(C)(C)OC(=O)N1CC(C1)CC#N 3-Cyanomethyl-azetidine-1-carboxylic acid tert-butyl ester